CC1(OCCC(O1)CC(CCC1=CC=C(C=C1)OC)=O)C 1-(2,2-Dimethyl-1,3-dioxan-4-yl)-4-(4-methoxyphenyl)butan-2-one